2-{4-[3-(4,5-dichloro-1-methyl-1H-indole-2-amido)oxetan-3-yl]-3-fluorophenyl}propanoic acid ClC1=C2C=C(N(C2=CC=C1Cl)C)C(=O)NC1(COC1)C1=C(C=C(C=C1)C(C(=O)O)C)F